Benzyl ((R)-1-((1r,3S)-3-((tert-butoxycarbonyl)amino)cyclobutyl)but-3-en-2-yl)carbamate C(C)(C)(C)OC(=O)NC1CC(C1)C[C@H](C=C)NC(OCC1=CC=CC=C1)=O